amino-N-(5-chloro-4-methylthiazol-2-yl)benzamide NC1=C(C(=O)NC=2SC(=C(N2)C)Cl)C=CC=C1